C(C)C(COC(C(=C(C1=CC=CC=C1)C1=CC=CC=C1)C#N)=O)CCCC 2-cyano-3,3-diphenyl-acrylic acid-2-ethylhexyl ester